(4-{[2-(4-bromophenyl)imidazo[1,2-a]pyridine-3-yl]methyl}piperazin-1-yl)(5-fluoro-2-methoxyphenyl)methanone BrC1=CC=C(C=C1)C=1N=C2N(C=CC=C2)C1CN1CCN(CC1)C(=O)C1=C(C=CC(=C1)F)OC